NCC(=O)NC1=CC=C(C=C1)S(=O)(=O)NC1=C(N=CS1)C(=O)OCC Ethyl 5-[[4-[(2-aminoacetyl)amino]phenyl]sulfonylamino]thiazole-4-carboxylate